N4-(4-cyanobenzyl)-N2-isopropylpyrido[2,3-d]pyrimidine-2,4-diamine C(#N)C1=CC=C(CNC=2C3=C(N=C(N2)NC(C)C)N=CC=C3)C=C1